C(C)(C)(C)OC(NCCCOC1=C(C=CC(=C1)OCCCC)C1=CC=C(C=C1)C1=CC=C(C=C1)OCCCCC)=O tert-butyl(3-((4-butoxy-4''-(pentyloxy)-[1,1':4',1''-terphenyl]-2-yl)oxy)propyl)carbamate